N(=C=S)C1=CC=C(C=C1)OC1=CC=C(C=C1)N=C=S bis(4-isothiocyanatophenyl) ether